2-bromo-1-(3-chloro-1H-pyrazol-4-yl)ethanone gallium bisphosphonate P([O-])([O-])=O.P([O-])(O)=O.[Ga+3].BrCC(=O)C=1C(=NNC1)Cl